FC1=C(C(=NN1C1=C(C=CC(=C1)C)C)C(F)(F)F)C1=CC=CC=C1 5-fluoro-4-phenyl-1-(2,5-dimethylphenyl)-3-trifluoromethyl-1H-pyrazole